3-chloro-7-(difluoromethyl)-6-(3,5-difluorophenoxy)-2,2-difluoro-2,3-dihydro-1H-indene-1,1-diol ClC1C(C(C2=C(C(=CC=C12)OC1=CC(=CC(=C1)F)F)C(F)F)(O)O)(F)F